N-phenyl-N-(1-(1-phenylpropan-2-yl)piperidin-4-yl)propionamide C1(=CC=CC=C1)N(C(CC)=O)C1CCN(CC1)C(CC1=CC=CC=C1)C